C(C)(C)(C)C=1C=CC=2CC3=CC=C(C=C3C2C1)C(C)(C)C 3,6-di-t-butylfluorene